FC(OC=1C=C(C=CC1)N1C(C(C=2C1=NC=C(C2)C(=O)NC2(CCS(CC2)(=O)=O)C)(C)C)=O)F 1-[3-(difluoromethoxy)phenyl]-3,3-dimethyl-N-(4-methyl-1,1-dioxo-thian-4-yl)-2-oxo-pyrrolo[2,3-b]pyridine-5-carboxamide